FC1=CC=C(C=C1)N1C=NC=C1 (4-fluorophenyl)-1H-imidazol